C(C)(C)(C)OC(NCC1=C(C=C(C=C1)C=1SC=CN1)F)=O (2-fluoro-4-(thiazol-2-yl)benzyl)carbamic acid tert-butyl ester